FC1=C(C#N)C=CC(=C1)C1=NC2=CC=CC=C2C=C1 2-fluoro-4-(quinoline-2-yl)benzonitrile